2,6-dimethoxy-N-{4-methoxy-6-[(1,3-oxazol-2-yl)methyl]-1,2-benzoxazol-3-yl}benzene-1-sulfonamide COC1=C(C(=CC=C1)OC)S(=O)(=O)NC1=NOC2=C1C(=CC(=C2)CC=2OC=CN2)OC